FC1=C(C(=CC=C1)OC)C1=CC(=NC=C1C(=O)NC=1SC2=C(N1)CN(C2)C(C2=C(N=C(C=C2)C(F)(F)F)OC)=O)C 4-(2-Fluoro-6-methoxyphenyl)-N-(5-(2-methoxy-6-(trifluoromethyl)nicotinoyl)-5,6-dihydro-4H-pyrrolo[3,4-d]thiazol-2-yl)-6-methyl-nicotinamide